N1N=CC=2C1=CN=C(C2)CN(C(C(=O)NC=2C1=C(C(=NC2)N)COC1)=O)C(C)C1=NC=CC=C1F N1-((1H-pyrazolo[3,4-c]pyridin-5-yl)methyl)-N2-(4-amino-1,3-dihydrofuro[3,4-c]pyridin-7-yl)-N1-(1-(3-fluoropyridin-2-yl)ethyl)oxalamide